(R)-4-methylmorpholin CN1CCOCC1